(hydroxymethyl)-1-[(2'-methyl-1,1'-biphenyl-4-yl)carbonyl]pyrrolidin-3-one-O-methyloxime CON=C1C(N(CC1)C(=O)C1=CC=C(C=C1)C1=C(C=CC=C1)C)CO